(6-oxa-1-azaspiro[3.3]hept-1-yl)methanone tert-butyl-4-formylpiperidine-1-Carboxylate C(C)(C)(C)OC(=O)N1CCC(CC1)C=O.N1(CCC12COC2)C=O